1-[(2,5-difluorophenyl)methyl]-N-[(7S)-9-methyl-8-oxo-6,7-dihydro-5H-imidazo[1,2-a][1,3]diazepin-7-yl]-1,2,4-triazole-3-carboxamide FC1=C(C=C(C=C1)F)CN1N=C(N=C1)C(=O)N[C@@H]1C(N(C=2N(CC1)C=CN2)C)=O